FC1=C(C=CC=C1C(F)(F)F)[C@@H](C)NC(=O)C=1C=2N(N=C(C1)N1CCC(CC1)(C)O)CC(N2)(C)C (R)-N-(1-(2-fluoro-3-(trifluoromethyl)phenyl)ethyl)-6-(4-hydroxy-4-methylpiperidin-1-yl)-2,2-dimethyl-2,3-dihydroimidazo[1,2-b]pyridazine-8-carboxamide